guaiacol C=1(C(O)=CC=CC1)OC